CC([C@@H](C(=O)O)NS(=O)(=O)C=1C=CC2=C(OC3=C2C=C(C=C3)NC(=O)OC3=CC=C(C=C3)C)C1)C (S)-3-methyl-2-(8-(p-tolyloxycarbonylamino)dibenzo[b,d]furan-3-sulfonamido)butanoic acid